Cl.C(C)OC1=CC=C(C=C1)NC1N(C(=NC(=N1)N)N1CCCC1)C1=CC(=CC=C1)F N-(4-Ethoxyphenyl)-N1-(3-fluorophenyl)-6-pyrrolidin-1-yl-[1,3,5]triazine-2,4-diamine hydrochloride